methyl N-[1-[[6-chloro-5-(cyclopropylcarbamoyl)-3-pyridyl]oxymethyl]cyclopropyl]-N-(difluoromethylsulfonyl)carbamate ClC1=C(C=C(C=N1)OCC1(CC1)N(C(OC)=O)S(=O)(=O)C(F)F)C(NC1CC1)=O